CN1C=C(C(C2=CC(=CN=C12)B1OC(C(O1)(C)C)(C)C)=O)C(=O)[O-] 1-Methyl-4-oxo-6-(4,4,5,5-tetramethyl-1,3,2-dioxaborolan-2-yl)-1,4-dihydro-1,8-naphthyridine-3-carboxylate